tert-butyl (S)-3-((2-chloro-4-(N-(2,4-dimethoxybenzyl)-N-(1,2,4-thiadiazol-5-yl)sulfamoyl)phenyl)(methyl)amino)pyrrolidine-1-carboxylate ClC1=C(C=CC(=C1)S(N(C1=NC=NS1)CC1=C(C=C(C=C1)OC)OC)(=O)=O)N([C@@H]1CN(CC1)C(=O)OC(C)(C)C)C